hydroxypropyl-bispalmitoyl-amide OCCCCCCCCCCCCCCCCCCC(=O)[N-]C(CCCCCCCCCCCCCCC)=O